C(C)(=O)N(NC(C)=O)C(CCCCC(=O)NN)=O N,N'-diacetyladipic acid dihydrazide